(E)-5-(3-(4-amino-3-methylbut-1-en-1-yl)-2-fluoro-6-hydroxyphenyl)-1,2,5-thiadiazolidin-3-one 1,1-dioxide NCC(/C=C/C=1C(=C(C(=CC1)O)N1CC(NS1(=O)=O)=O)F)C